(5-amino-4-chloro-2-methylphenyl)(4,4-difluoropiperidin-1-yl)methanone NC=1C(=CC(=C(C1)C(=O)N1CCC(CC1)(F)F)C)Cl